OC1=C(C=C(OC2=C(C=C(C=C2I)C[C@@H](C(NC2CCNCC2)=O)NC(OC(C)(C)C)=O)I)C=C1)I tert-butyl (S)-(3-(4-(4-hydroxy-3-iodophenoxy)-3,5-diiodophenyl)-1-oxo-1-(piperidin-4-ylamino)propan-2-yl)carbamate